C(C1=CC=CC=C1)N1C=C(C2=NC=C(C=C21)C=2C(=NOC2C)C)N 1-benzyl-6-(3,5-dimethylisoxazol-4-yl)-1H-pyrrolo[3,2-b]pyridin-3-amine